O1CC[C@@H](C2=CC=CC=C12)NC(=O)C1=CC2=C(N=C(S2)C=2C=NC=CC2)C=C1 (S)-N-(chroman-4-yl)-2-(pyridin-3-yl)benzo-[d]thiazole-6-carboxamide